N-(4-(3-(2,4-bis(trifluoromethyl)phenyl)-7-fluoro-2-oxo-2,3,4,5-tetrahydro-1H-benzo[b]azepin-1-yl)but-2-ynyl)-1,3,4-thiadiazole-2-carboxamide FC(C1=C(C=CC(=C1)C(F)(F)F)C1CCC2=C(N(C1=O)CC#CCNC(=O)C=1SC=NN1)C=CC(=C2)F)(F)F